3-(4-bromophenyl)-3H-diazine BrC1=CC=C(C=C1)C1NN=CC=C1